N-(2,3-dihydroxy-6-aminoethyl-4,5-bisacrylamidomethylbenzyl)acrylamide hydrochloride Cl.OC1=C(CNC(C=C)=O)C(=C(C(=C1O)CNC(C=C)=O)CNC(C=C)=O)CCN